Methylpropionat COC(CC)=O